1-[2-cyano-4-(trifluoromethyl)phenyl]-N-{[(2s,4r)-4-fluoropyrrolidin-2-yl]methyl}-4-[6-(2-methoxyphenyl)pyridin-3-yl]piperidine-4-carboxamide C(#N)C1=C(C=CC(=C1)C(F)(F)F)N1CCC(CC1)(C(=O)NC[C@H]1NC[C@@H](C1)F)C=1C=NC(=CC1)C1=C(C=CC=C1)OC